FC(C1=NN=C(O1)C1=CC=C(C=C1)CC=1N=NN(C1)C1=CC2=C(N=C(S2)N)C=C1)F 6-[4-[[4-[5-(Difluoromethyl)-1,3,4-oxadiazol-2-yl]phenyl]methyl]triazol-1-yl]-1,3-benzothiazol-2-amine